7-(4-ethoxybenzoyl)amino-4-(sec-butyl)aminocyclohepta[7,6-b]indole C(C)OC1=CC=C(C(=O)NC2=CC3=NC4=C(C=CC=C4C3=CC=C2)NC(C)CC)C=C1